2-(2-aminoethoxy)ethane-1-thiol hydrochloride Cl.NCCOCCS